bis(2-methyl-8-quinolinyl)(4-phenylphenol) aluminum (III) [Al+3].CC1=NC2=C(C=CC=C2C=C1)C=1C(=C(C=CC1C1=CC=CC=C1)O)C=1C=CC=C2C=CC(=NC12)C